1-methyl-N-((6-((2-methylthiazol-4-yl)methoxy)-1H-indol-2-yl)methyl)cyclopropane-1-carboxamide CC1(CC1)C(=O)NCC=1NC2=CC(=CC=C2C1)OCC=1N=C(SC1)C